(2R,3S)-2,3-Difluoro-N-(2-(piperidin-1-yl)-4-(4-(trifluoromethyl)phenethyl)phenyl)octanamid F[C@H](C(=O)NC1=C(C=C(C=C1)CCC1=CC=C(C=C1)C(F)(F)F)N1CCCCC1)[C@H](CCCCC)F